2-(methylamino)acrylamide HCl salt Cl.CNC(C(=O)N)=C